2-(5-Chloro-1-methyl-3-(5-methylisoxazol-3-yl)-1H-pyrazol-4-yl)-1-(3,9-diazaspiro[5.5]undecan-3-yl)ethanone ClC1=C(C(=NN1C)C1=NOC(=C1)C)CC(=O)N1CCC2(CC1)CCNCC2